CC=1C=C2C(=CC(OC2=CC1)(C#CC1=CC=CC=C1)C1=CC=CC=C1)C1=CC=CC=C1 6-methyl-2,4-diphenyl-2-(phenylethynyl)-2H-chromene